(R)-N-(1-cyclopropylethyl)-6-(2,6-dichloro-3,5-dimethoxyphenyl)-2-(methylthio)pyrido[3,4-d]pyrimidine-8-amine C1(CC1)[C@@H](C)NC1=NC(=CC2=C1N=C(N=C2)SC)C2=C(C(=CC(=C2Cl)OC)OC)Cl